BrC=1C=CC=2C3=C(NC2C1)C(=C(C=N3)C(=O)OCC)NC(C)C ethyl 7-bromo-4-(isopropylamino)-5H-pyrido[3,2-b]indole-3-carboxylate